C(CC(=O)[O-])(=O)OC(C)(CCCCCC)C(C)(C)C.[K+] potassium 2-(tert-butyl)-2-octyl malonate